C(C)(C)(C)OC(=O)N[C@H]1CC(CC[C@@H]2N(C1=O)[C@@H](CC2)C(=O)O)CC (3S,6S,10aS)-6-((tert-butoxycarbonyl)amino)-8-ethyl-5-oxodecahydropyrrolo[1,2-a]azocine-3-carboxylic acid